C(C)OCCOCCOC1=CC=C(C=O)C=C1 4-[2-(2-Ethoxyethoxy)ethoxy]benzaldehyde